sulfo-calcium S(=O)(=O)(O)[Ca]